3-(3-methyl-6-((7-methyl-[1,2,4]triazolo[1,5-a]pyridin-6-yl)amino)-1H-pyrazolo[3,4-d]pyrimidin-1-yl)propanenitrile CC1=NN(C2=NC(=NC=C21)NC=2C(=CC=1N(C2)N=CN1)C)CCC#N